8-Phenoxy-1,2,3,4-tetrahydroquinolin-2-one O(C1=CC=CC=C1)C=1C=CC=C2CCC(NC12)=O